C(#N)C1=C(C2=C(N(C(N(C2=O)C(C(=O)OC(C)(C)C)(C)C)=O)CC(OC2CCOCC2)C2=C(C=CC=C2)OCC)S1)C tert-butyl 2-(6-cyano-1-(2-(2-ethoxyphenyl)-2-((tetrahydro-2H-pyran-4-yl) oxy) ethyl)-5-methyl-2,4-dioxo-1,2-dihydrothieno[2,3-d]pyrimidin-3(4H)-yl)-2-methylpropionate